C(C)(=O)NC=1N=C(C2=CC=CC=C2C1F)C1=C(C=C2C(=NC(=NC2=C1F)OC[C@H]1N(CCC1)C)N1[C@H](CN(CC1)C(=O)OC(C)(C)C)C)Cl tert-butyl (3S)-4-(7-(3-acetamido-4-fluoroisoquinolin-1-yl)-6-chloro-8-fluoro-2-(((S)-1-methylpyrrolidin-2-yl)methoxy)quinazolin-4-yl)-3-methylpiperazine-1-carboxylate